C(C)(C)(C)OC(=O)N1CC2=CC(=CC=C2C[C@H]1C(N[C@@H]1CCCC2=CC=CC=C12)=O)O (S)-tert-butyl-7-hydroxy-3-(((R)-1,2,3,4-tetrahydronaphthalen-1-yl)carbamoyl)-3,4-dihydroisoquinoline-2(1H)-carboxylate